(S)-quinuclidin-3-yl (5-(3,4-dimethoxyphenyl)-6-fluoro-2,2-dimethyl-2,3-dihydro-1H-inden-1-yl)carbamat COC=1C=C(C=CC1OC)C=1C=C2CC(C(C2=CC1F)NC(O[C@@H]1CN2CCC1CC2)=O)(C)C